C=1(C(=CC=CC1)C(=O)OCCOC(=O)C=1C(=CC=CC1)C)C ethylene glycol ditoluate